C(C)(C)(C)OC(NCC=1NC2=CC(=C(C=C2C1)C)C(NC1(CC1)C1=CC=C(C=C1)C1=CC=CC=C1)=O)=O tert-Butyl((6-((1-([1,1'-biphenyl]-4-yl)cyclopropyl)carbamoyl)-5-methyl-1H-indol-2-yl)methyl)carbamate